C(C)(C)(C)OC(=O)N(CCC(=O)OC)CC(=O)OC methyl 3-(tert-butoxycarbonyl-methoxycarbonyl methyl-amino)-propionate